N-(5-(2-(((1r,4r)-4-aminocyclohexyl)amino)-8-ethylquinazolin-6-yl)pyrazin-2-yl)-2-chlorobenzenesulfonamide NC1CCC(CC1)NC1=NC2=C(C=C(C=C2C=N1)C=1N=CC(=NC1)NS(=O)(=O)C1=C(C=CC=C1)Cl)CC